5-(7-((7-Ethyl-6-oxo-5,6-dihydro-1,5-naphthyridin-3-yl)methyl)-2,7-diazaspiro[3.5]non-2-yl)-N-methylpyridinamide C(C)C=1C(NC=2C=C(C=NC2C1)CN1CCC2(CN(C2)C=2C=CC(=NC2)C(=O)NC)CC1)=O